2-(1-phenylcyclopropyl)-3,5,6,7,8,9-hexahydro-4H-pyrimido[4,5-d]azepin-4-one C1(=CC=CC=C1)C1(CC1)C=1NC(C2=C(CCNCC2)N1)=O